N1=CC=C(C=C1)C1CC(CCC1)=C(C(=O)[O-])C 2-(3-(pyridin-4-yl)cyclohexylidene)propanoate